C1=CC=CC=2C3=CC=CC=C3C(C12)(C=1C=C2C=CC(=CC2=CC1)O)C=1C=C2C=CC(=CC2=CC1)O 6,6'-(9H-fluorene-9,9-diyl)bis(2-naphthol)